C(C)(=O)OCCC1=CC=CC2=C1O[C@@H](CN2C)C=2C=C(C1=C(C=CO1)C2)B2OC(C(O2)(C)C)(C)C |r| (±)-2-(4-methyl-2-(7-(4,4,5,5-tetramethyl-1,3,2-dioxaborolan-2-yl)benzoFuran-5-yl)-3,4-dihydro-2H-benzo[b][1,4]oxazin-8-yl)ethyl acetate